CN1C(=NN=C1)C1(CC(C1)C)C1=CC(=CC=C1)B1OC(C(O1)(C)C)(C)C 4-Methyl-3-(cis-3-methyl-1-(3-(4,4,5,5-tetramethyl-1,3,2-dioxaborolane-2-yl)phenyl)cyclobutyl)-4H-1,2,4-triazole